cis-2-phenyltetrahydro-4H-cyclopenta[d][1,3]dioxol-5-d-5-ol C1(=CC=CC=C1)C1OC2C(O1)CC(C2)(O)[2H]